(1S)-1'-(2-(1,2,3,4-tetrahydronaphthalen-1-yl)-2H-pyrazolo[4,3-c]pyridin-6-yl)-1,3-dihydrospiro[inden-2,4'-piperidin]-1-amine C1(CCCC2=CC=CC=C12)N1N=C2C(C=NC(=C2)N2CCC3(CC2)[C@@H](C2=CC=CC=C2C3)N)=C1